OC1=C2CCCC(C2=C(C=C1)[N+](=O)[O-])=O 3,4-dihydro-5-hydroxy-8-nitro-2H-1-naphthalenone